acryloyloxyethylmethyl-diethoxysilane C(C=C)(=O)OCC[Si](OCC)(OCC)C